BrC1=C(C(=CC(=C1)C(C(F)(F)F)(C(F)(F)F)F)C)NC(C1=C(C(=CC=C1)N(CC1CC1)C(C1=CC(=C(C=C1)C#N)C)=O)F)=O N-[2-bromo-6-methyl-4-(1,1,1,2,3,3,3-heptafluoropropan-2-yl)phenyl]-3-[N-(cyclopropylmethyl)-3-methyl-4-cyanobenzoylamino]-2-fluorobenzamide